S1C(CC=C1)=CC#N (2H)-thiophenylideneacetonitrile